2-[4-(4-chlorophenyl)-5-(pyridin-4-yl)-1H-imidazol-1-yl]-1-[3-(morpholin-4-yl)azetidin-1-yl]ethan-1-one ClC1=CC=C(C=C1)C=1N=CN(C1C1=CC=NC=C1)CC(=O)N1CC(C1)N1CCOCC1